(S)-2-((5-cyclopropylpyrimidin-2-yl)amino)-4-((4-(5,6,7,8-tetrahydro-1,8-naphthyridin-2-yl)butyl)(2-(2,2,2-trifluoroethoxy)ethyl)amino)butanoic acid C1(CC1)C=1C=NC(=NC1)N[C@H](C(=O)O)CCN(CCOCC(F)(F)F)CCCCC1=NC=2NCCCC2C=C1